ClC=1C(=C(NC=2C3=C(N=CN2)C=CC(=N3)N3[C@@H]2CN([C@H](C3)C2)C(=O)OC(C)(C)C)C=CC1OC[C@H]1OCCC1)F tert-butyl (1S,4S)-5-[4-[3-chloro-2-fluoro-4-[[(2S)-tetrahydrofuran-2-yl] methoxy]anilino]pyrido[3,2-d]pyrimidin-6-yl]-2,5-diazabicyclo[2.2.1]heptane-2-carboxylate